C(CCCCCCCCCC=CC)(=O)O 11-Tridecenoic acid